(E)-7-chloro-4-(2-((6-(4,5-dimethyl-1H-imidazol-1-yl)pyridin-3-yl)methylene)hydrazineyl)quinazoline ClC1=CC=C2C(=NC=NC2=C1)N/N=C/C=1C=NC(=CC1)N1C=NC(=C1C)C